N1C(=NC2=C1C=CC=C2)C=2C=C(C=CC2)NC2=C(C=C(C=C2)C=2N=NC=CC2)F N-(3-(1H-benzo[d]imidazol-2-yl)phenyl)-2-fluoro-4-(pyridazin-3-yl)aniline